Benzyl (S)-4-(2-aminopropanamido)butanoate N[C@H](C(=O)NCCCC(=O)OCC1=CC=CC=C1)C